6-(4-chlorophenyl)-N-[(2R)-2-cyclopropyl-2-hydroxyethyl]-2-(3-fluorophenyl)-3-oxo-2,3-dihydropyridazine-4-carboxamide ClC1=CC=C(C=C1)C=1C=C(C(N(N1)C1=CC(=CC=C1)F)=O)C(=O)NC[C@H](O)C1CC1